nitropentane CCCCC[N+](=O)[O-]